N-(5-FLUORO-1-METHYLINDAZOL-7-YL)-6-[4-(TRIFLUOROMETHYL)PYRAZOL-1-YL]PYRIDINE-3-SULFONAMIDE FC=1C=C2C=NN(C2=C(C1)NS(=O)(=O)C=1C=NC(=CC1)N1N=CC(=C1)C(F)(F)F)C